Cl.ClC=1C=C2C(=C(NC2=CC1)C)CCCN 3-(5-chloro-2-methyl-1H-indol-3-yl)propane-1-amine hydrochloride